The molecule is a tertiary alcohol that is protoasukamycin in which the 2,4-disubstituted phenol moiety has been oxidised to give the corresponding 2,4-disubstituted 4-hydroxycyclohexa-2,5-dienone. It is a precursor in the biosynthesis of asukamycin. It has a role as a bacterial metabolite. It is an enamide, a polyketide, a tertiary alcohol, an enol, an enone, a cyclic ketone and a secondary carboxamide. It derives from a protoasukamycin. C1CCC(CC1)/C=C/C=C/C=C/C(=O)NC2=C[C@](C=CC2=O)(/C=C/C=C/C=C/C(=O)NC3=C(CCC3=O)O)O